(2R,5S)-2-(6-chloro-1,3-benzoxazol-2-yl)-5-[2-(4-chloro-3-fluorophenoxy)acetamido]piperidine-1-carboxylic acid tert-butyl ester C(C)(C)(C)OC(=O)N1[C@H](CC[C@@H](C1)NC(COC1=CC(=C(C=C1)Cl)F)=O)C=1OC2=C(N1)C=CC(=C2)Cl